(2,6-dioxopiperidin-3-yl)-5-fluoro-6-(3-(hydroxymethyl)azetidin-1-yl)isoindoline-1,3-dione O=C1NC(CCC1N1C(C2=CC(=C(C=C2C1=O)F)N1CC(C1)CO)=O)=O